NC1=NC=CC=C1C1=NC=2C(=NC(=CC2)C2=CC=CC=C2)N1C1=NC=C(C(=O)OC)C=C1 methyl 6-(2-(2-aminopyridin-3-yl)-5-phenyl-3H-imidazo[4,5-b]pyridin-3-yl)nicotinate